tert-butyl 4-[7-([8-fluoro-2-methylimidazo[1,2-a]pyridin-6-yl]carbamoyl)-2-methyl-1-benzofuran-4-yl]piperidine-1-carboxylate FC=1C=2N(C=C(C1)NC(=O)C1=CC=C(C=3C=C(OC31)C)C3CCN(CC3)C(=O)OC(C)(C)C)C=C(N2)C